C(C)OC(C(C)(C)I)=O 2-iodo-2-methylpropanoic acid ethyl ester